(R)-1-(2-(2-chloro-5-cyanophenyl)-5,7-difluoro-4-oxo-1,4-dihydroquinolin-6-yl)-N,N-dimethylpyrrolidine-3-carboxamide ClC1=C(C=C(C=C1)C#N)C=1NC2=CC(=C(C(=C2C(C1)=O)F)N1C[C@@H](CC1)C(=O)N(C)C)F